Cl.FC[C@H](C)N (S)-1-fluoropropane-2-amine hydrochloride